2-((2-phenylthiazol-5-yl)methyl)isoindole-1,3-dione C1(=CC=CC=C1)C=1SC(=CN1)CN1C(C2=CC=CC=C2C1=O)=O